OC[C@@H]1N(C[C@@H]([C@H]([C@@H]1O)O)O)C[C@@H]1CN(CC1)C=1C=NC=CC1C (2S,3R,4R,5S)-2-(hydroxymethyl)-1-(((R)-1-(4-methylpyridin-3-yl)pyrrolidin-3-yl)methyl)piperidine-3,4,5-triol